1-[6-(triethoxysilyl)hexyl]-1H-tetrazole C(C)O[Si](CCCCCCN1N=NN=C1)(OCC)OCC